OC1=C(C(=O)O)C=C(C=C1OC)C1=NC2=C(C=NC=C2)N1 2-hydroxy-5-(3H-imidazo[4,5-c]pyridin-2-yl)-3-methoxybenzoic acid